C(C)(C)(C)N(C(=O)OCCN(C)CCN(C)C)CCCCCCN1N=C(C(=C1)B1OC(C(O1)(C)C)(C)C)C(F)(F)F 2-[2-(dimethylamino)ethylmethylamino]ethanol tert-butyl-(6-(4-(4,4,5,5-tetramethyl-1,3,2-dioxaborolan-2-yl)-3-(trifluoromethyl)-1H-pyrazol-1-yl)hexyl)carbamate